FC(C(=O)O)(F)F.FC(C(=O)O)(F)F.FC=1C=C(C(=O)NC2=C(C=C(C=C2)C=2CCNCC2)C)C=CC1C=1CCNCC1 3-fluoro-N-(2-methyl-4-(1,2,3,6-tetrahydropyridin-4-yl)phenyl)-4-(1,2,3,6-tetrahydropyridin-4-yl)benzamide bistrifluoroacetic acid salt